6-{4-[(1-hydroxycyclopentyl)methoxy]phenyl}-4-{[(3S)-piperidin-3-yl]amino}pyrido[3,2-d]pyrimidine-8-carboxamide OC1(CCCC1)COC1=CC=C(C=C1)C=1C=C(C=2N=CN=C(C2N1)N[C@@H]1CNCCC1)C(=O)N